(bromomethyl)cyclohexane-1-methanol BrCC1(CCCCC1)CO